ClC1=NC=C(C(=C1)C1=C(C=NC(=C1)C)C(=O)NC=1SC2=C(N1)CN(C2)C(=O)C2=CC(=NN2C)Cl)OC 2'-chloro-N-(5-(3-chloro-1-methyl-1H-pyrazole-5-carbonyl)-5,6-dihydro-4H-pyrrolo[3,4-d]thiazol-2-yl)-5'-methoxy-6-methyl-[4,4'-bipyridine]-3-carboxamide